(5-(4-chloroquinolin-6-yl)pyridin-2-yl)(morpholino)methanone ClC1=CC=NC2=CC=C(C=C12)C=1C=CC(=NC1)C(=O)N1CCOCC1